2-ethyl-1,4-diisocyanato-butane C(C)C(CN=C=O)CCN=C=O